O1C2=C(OCC1)C=C(C=C2)CC(=O)NCCCC2=CC=C(C=C2)C2=C(C=CC=C2)F 2-(2,3-dihydrobenzo[b][1,4]dioxin-6-yl)-N-(3-(2'-fluoro-[1,1'-biphenyl]-4-yl)propyl)acetamide